C1(CC1)C=1C(=NC=CC1)OCC(C(=O)N[C@@H]1CN(C[C@H]1C=1C(=NN(C1)C)C)C)(C)C trans-3-((3-cyclopropylpyridin-2-yl)oxy)-N-(4-(1,3-dimethyl-1H-pyrazol-4-yl)-1-methylpyrrolidin-3-yl)-2,2-dimethylpropionamide